[Si](C)(C)(C(C)(C)C)OCCN 2-((t-Butyldimethylsilyl)oxy)ethan-1-amine